FC=1C=C(C=NC1)[C@@H]1CCC2=NN(C(N21)=O)C21CC(C2)(C1)C#N 3-[(5S)-5-(5-fluoropyridin-3-yl)-3-oxo-6,7-dihydro-3H-pyrrolo[2,1-c][1,2,4]triazol-2(5H)-yl]bicyclo[1.1.1]pentane-1-carbonitrile